N-[4-({4-[(2S)-2-({7-methylthieno[3,2-d]pyrimidin-4-yl}amino)propyl]piperazin-1-yl}sulfonyl)phenyl]pyridine-4-carboxamide CC1=CSC2=C1N=CN=C2N[C@H](CN2CCN(CC2)S(=O)(=O)C2=CC=C(C=C2)NC(=O)C2=CC=NC=C2)C